OC1C2C(C2CC1)NC(OCC1=CC=CC=C1)=O (+/-)-benzyl ((cis)-2-hydroxybicyclo[3.1.0]hexan-6-yl)carbamate